FC(C1=CC=C(C=C2C(=NN(C2=O)C2=CC=CC=C2)C)C=C1)(F)F 4-(4-(trifluoromethyl)benzylidene)-3-methyl-1-phenyl-1H-pyrazol-5(4H)-one